1-(2-methoxy-2-oxoethyl)-2-methylpyridinium bromide [Br-].COC(C[N+]1=C(C=CC=C1)C)=O